C(C)(C)OC1=CC=C(C=C1)C=1C=C2C=C(C(N(C2=NC1)CC1=CC=C(C=C1)F)=O)C(=O)NC1CC2(C1)CCC2 6-(4-Isopropoxyphenyl)-1-(4-fluorophenylmethyl)-2-oxo-N-(spiro[3.3]hept-2-yl)-1,2-dihydro-1,8-naphthyridine-3-carboxamide